C(C)(C)NC(=O)C1=CN=CS1 N-Isopropyl-thiazole-5-carboxamide